5-(2-fluoro-6-methylphenyl)-3-(2-(tetrahydro-2H-pyran-4-yl)-1,2,3,4-tetrahydroisoquinolin-6-yl)-1H-pyrazolo[4,3-c]pyridazin-6(5H)-one FC1=C(C(=CC=C1)C)N1N=C2C(=CC1=O)NN=C2C=2C=C1CCN(CC1=CC2)C2CCOCC2